BrC1=CC=C2C=C(C=NC2=C1)C(C)(F)F 7-Bromo-3-(1,1-difluoroethyl)quinoline